(3S)-7-((3S,5R)-4-acryloyl-3,5-dimethylpiperazin-1-yl)-10-(2-fluoro-5-iodophenyl)-3-(methoxymethyl)-9-(trifluoromethyl)-2,3-dihydro-5H-[1,4]thiazino[2,3,4-ij]quinazolin-5-one C(C=C)(=O)N1[C@H](CN(C[C@H]1C)C1=NC(N2C3=C(C(=C(C=C13)C(F)(F)F)C1=C(C=CC(=C1)I)F)SC[C@@H]2COC)=O)C